N-(4-((3-(3,5-dimethoxyphenyl)-2-oxo-7-((4-(piperazin-1-yl)phenyl)amino)-3,4-dihydropyrimido[4,5-d]pyrimidin-1(2H)-yl)methyl)phenyl)propionamide COC=1C=C(C=C(C1)OC)N1C(N(C2=NC(=NC=C2C1)NC1=CC=C(C=C1)N1CCNCC1)CC1=CC=C(C=C1)NC(CC)=O)=O